C(N)(=N)C1=CC=C(C=C1)CS(=O)(=O)F p-amidinophenylmethanesulfonyl fluoride